p-ethyl-phenoxyacetic acid C(C)C1=CC=C(OCC(=O)O)C=C1